ClC1=CC=C(C=C1)C1=NN2C(C=N[C@H](C2)C)=C1C1=CC=NC=C1 (6S)-2-(4-chlorophenyl)-6-methyl-3-(pyridin-4-yl)-6,7-dihydropyrazolo[1,5-a]pyrazin